(S)-1-(4,6-bis((3-(trifluoromethyl)phenyl)amino)-1,3,5-triazin-2-yl)piperidin-3-ol FC(C=1C=C(C=CC1)NC1=NC(=NC(=N1)NC1=CC(=CC=C1)C(F)(F)F)N1C[C@H](CCC1)O)(F)F